NC[C@@H](C(=O)[O-])C (S)-beta-aminoisobutyrate